triazoloquinazolinone C1=C2C=NC=NC2=C3C(=NN=N3)C1=O